6-(tert-butyl)-10-((1-methoxypropan-2-yl)oxy)-2-oxo-6,7-dihydro-2H-pyrido[2',1':3,4]pyrazino[1,2-b]indazole-3-carboxylic acid C(C)(C)(C)C1N2C(C=3N(N=C4C(=CC=CC34)OC(COC)C)C1)=CC(C(=C2)C(=O)O)=O